BrC1=CC=C(C=C1)C(C)(C)C=1N=C(SC1)NC(=O)NCC=1C=NC(=NC1)NCCN1CCNCC1 1-(4-(2-(4-bromophenyl)-propan-2-yl)thiazol-2-yl)-3-((2-((2-(piperazin-1-yl)-ethyl)amino)pyrimidin-5-yl)methyl)urea